1-(2-methyl-5-(4-(piperidin-4-yloxy)piperidine-1-carbonyl)phenyl)dihydropyrimidine-2,4(1H,3H)-dione hydrochloride Cl.CC1=C(C=C(C=C1)C(=O)N1CCC(CC1)OC1CCNCC1)N1C(NC(CC1)=O)=O